N1C(CCC1=O)=O 2,5-pyrrolidinedione